(2RS)-8-amino-N-[2-(dimethylamino)-2-oxo-ethyl]-N-(2,2-diphenylethyl)chromane-2-carboxamide NC=1C=CC=C2CC[C@@H](OC12)C(=O)N(CC(C1=CC=CC=C1)C1=CC=CC=C1)CC(=O)N(C)C |r|